N[N+]1=CC=C(C=C1)CO (1-aminopyridin-1-ium-4-yl)methanol